(S)-N2-Benzyl-5-oxo-N1-phenylpyrrolidine-1,2-dicarboxamide C(C1=CC=CC=C1)NC(=O)[C@H]1N(C(CC1)=O)C(=O)NC1=CC=CC=C1